(-)-cumylketone C(C)(C)(C1=CC=CC=C1)C(=O)C(C)(C)C1=CC=CC=C1